Tert-butyl 2-mercapto-8-azabicyclo[3.2.1]octane-8-carboxylate SC1C2CCC(CC1)N2C(=O)OC(C)(C)C